N1CC(C1)C#C[C@@H](C1(CCCC1)C)NC1=C(C(C1=O)=O)NC1=C(C(=NC=C1)C(=O)N(C)C)O (R)-4-((2-((3-(azetidin-3-yl)-1-(1-methylcyclopentyl)prop-2-yn-1-yl)amino)-3,4-dioxocyclobut-1-en-1-yl)amino)-3-hydroxy-N,N-dimethylpicolinamide